OC1=C(C=CC=C1)C(CC(C)=O)=O 1-(2-hydroxyphenyl)-1,3-butanedione